NC1=NN(C=C1)CC[C@@H](C)O (R)-4-(3-Amino-1H-pyrazol-1-yl)butan-2-ol